N(C(=O)C)C1CCC(CC1)NC(=O)C1=C(C=2N(N=C1)C=C(C2)C=2C(=NC=CC2C)F)NC(C)C N-((1r,4r)-4-acetaminocyclohexyl)-6-(2-fluoro-4-methylpyridin-3-yl)-4-(isopropylamino)pyrrolo[1,2-b]pyridazine-3-carboxamide